O[C@]1([C@@H](CCC1)C=1C2=C(N=C(N1)NC1CCNCC1)NC(C21CC1)=O)C ((trans)-2-hydroxy-2-methylcyclopentyl)-2'-(piperidin-4-ylamino)spiro[cyclopropane-1,5'-pyrrolo[2,3-d]pyrimidin]-6'(7'H)-one